((5-(hydroxymethyl)-2-(methylthio)pyrimidin-4-yl)amino)-1-methylcyclopentan-1-ol OCC=1C(=NC(=NC1)SC)NC1C(CCC1)(O)C